N-((5-(5-(difluoromethyl)-1,3,4-oxadiazol-2-yl)thiazol-2-yl)methyl)-N-(4,6-dimethylpyridin-2-yl)ethanesulfonamide FC(C1=NN=C(O1)C1=CN=C(S1)CN(S(=O)(=O)CC)C1=NC(=CC(=C1)C)C)F